3-((1-methylcyclopropyl)methoxy)-1H-pyrazole CC1(CC1)COC1=NNC=C1